(3S)-N-[2-[6-[[5-(3-fluoro-2-pyridyl)thiazol-2-yl]amino]imidazo[4,5-c]pyridin-1-yl]ethyl]morpholine-3-carboxamide FC=1C(=NC=CC1)C1=CN=C(S1)NC1=CC2=C(C=N1)N=CN2CCNC(=O)[C@H]2NCCOC2